F[P-](F)(F)(F)(F)F.N1(N=NC2=C1C=CC=C2)O[P+](N(C)C)(N(C)C)N(C)C (1H-benzotriazole-1-oxy)tris(dimethylamino)phosphonium hexafluorophosphate